NC1=C2N(CC=3N(C2=CC(=C1)F)C(N(N3)C)=O)C 6-amino-8-fluoro-2,5-dimethyl-4,5-dihydro-[1,2,4]triazolo[4,3-a]quinoxalin-1(2H)-one